S1C(=CC=C1)C=1OC2=C(N1)C=CC=C2 2-(thiophen-2-yl)-benzoxazole